C(C)(C)(C)OC(NCC1=CC(=C(C=C1)N)Cl)=O (4-amino-3-chlorobenzyl)carbamic acid tert-butyl ester